CC=1C=C(CC[NH3+])C=CC1 (R)-(+)-3-methylphenethylammonium